2-[2-[2-[2-(2-azidoethoxy)ethoxy]ethoxy]ethoxy]ethanamine N(=[N+]=[N-])CCOCCOCCOCCOCCN